BrC=1N=C2C(=NC1)OCCO2 6-bromo-2,3-dihydro-[1,4]dioxino[2,3-b]pyrazine